di-(3,5-dichloromethyl-phenyl)methylene(cyclopentadienyl)(2,3,6,7-tetra-tert-butylfluorenyl)zirconium dichloride [Cl-].[Cl-].ClCC=1C=C(C=C(C1)CCl)C(=[Zr+2](C1=C(C(=CC=2C3=CC(=C(C=C3CC12)C(C)(C)C)C(C)(C)C)C(C)(C)C)C(C)(C)C)C1C=CC=C1)C1=CC(=CC(=C1)CCl)CCl